tert-butyl (2R)-6-(benzyloxy)-4-fluoro-2-(hydroxymethyl)-5-(1,1,4-trioxo-1λ6,2,5-thiadiazolidin-2-yl)-2,3-dihydro-1H-indole-1-carboxylate C(C1=CC=CC=C1)OC1=C(C(=C2C[C@@H](N(C2=C1)C(=O)OC(C)(C)C)CO)F)N1S(NC(C1)=O)(=O)=O